C(C)(C)(C)N1C=NC=C1 1-tert-butylimidazole